O(C1=CC=CC=C1)CCOC(C=C)=O 2-phenoxyeth-ylacrylate